FC1(COCCC1)CNC(OC(C)(C)C)=O tert-Butyl ((3-fluorotetrahydro-2H-pyran-3-yl)methyl)carbamate